8-methyl-2,5,8-triazaspiro[3.5]nonan-1-one CN1CCNC2(CNC2=O)C1